6-fluoro-7-methoxyquinolin FC=1C=C2C=CC=NC2=CC1OC